C(C)(C)(C)OC(=O)N1CCC(=CC1)C=1C=C2C(=NC(=NC2=CC1)C)O 4-(4-hydroxy-2-methylquinazolin-6-yl)-3,6-dihydropyridine-1(2H)-carboxylic acid tert-butyl ester